1-(piperidin-4-ylamino)cyclopropane-1-carbonitrile N1CCC(CC1)NC1(CC1)C#N